I.FC1=C(C=C2C=CNC2=C1F)OC=1C=CC(=C(C(=N)SC)C1)F methyl 5-((6,7-difluoro-1H-indol-5-yl)oxy)-2-fluorobenzimidothioate hydroiodide